C1(=CC=CC=C1)C(C1=CC=CC=C1)=NC1=CC=C(C(=C1CC#N)F)OC 2-(6-((diphenylmethylene)amino)-2-fluoro-3-methoxyphenyl)acetonitrile